Di-tert-butyl (4-((4-fluorobenzyl)amino)-1,2-phenylene)dicarbamate FC1=CC=C(CNC2=CC(=C(C=C2)NC(OC(C)(C)C)=O)NC(OC(C)(C)C)=O)C=C1